silver(I) dicyanamide [N-](C#N)C#N.[Ag+]